2-bromo-4-fluoro-6-(trifluoromethyl)benzonitrile BrC1=C(C#N)C(=CC(=C1)F)C(F)(F)F